ClC=1C(=C(C=CC1)NC1=NC=NC2=CC=C(C=C12)[C@H]1CNCCC1)F N-(3-chloro-2-fluoro-phenyl)-6-[(3S)-3-piperidyl]quinazolin-4-amine